1-(4-bromophenyl)cyclohexanecarboxylic acid BrC1=CC=C(C=C1)C1(CCCCC1)C(=O)O